C12C(CC(CC1)CC[Si](OC)(OC)C)O2 4-epoxycyclohexylethylmethyldimethoxysilane